7-[(1,3-dioxacyclopentyl-2-yl)methyl]-1,3-dimethyl-3,7-dihydro-1H-purine-2,6-dione O1C(OCC1)=CN1C=NC=2N(C(N(C(C12)=O)C)=O)C